CN(C(OC(C)(C)C)=O)[C@@H]1CN(CCC1)C1=C2C(=NC=C1)N(C=C2C=2SC=CN2)COCC[Si](C)(C)C tert-butyl N-methyl-N-[(3S)-1-[3-thiazol-2-yl-1-(2-trimethylsilylethoxymethyl) pyrrolo[2,3-b]pyridin-4-yl]-3-piperidyl]carbamate